(S)-Methyl ((3-(3,5-difluoro-4-(2-oxido-2-thia-6-azaspiro[3.3]heptan-6-yl)phenyl)-2-oxooxazolidin-5-yl)methyl)carbamate FC=1C=C(C=C(C1N1CC2(CS(C2)=O)C1)F)N1C(O[C@H](C1)CNC(OC)=O)=O